7H-benzo[c]fluorene-5-carbonitrile C1=CC=CC=2C(=CC=3CC=4C=CC=CC4C3C21)C#N